7-(3-(4-(4-methoxyphenyl)piperazin-1-yl)propoxy)-2-methyl-3,4-dihydroisoquinolin-1(2H)-one COC1=CC=C(C=C1)N1CCN(CC1)CCCOC1=CC=C2CCN(C(C2=C1)=O)C